FC(C(=O)[O-])(F)F triFluoroacetate